3,3-dichloro-2,3-difluoro-1-propene ClC(C(=C)F)(F)Cl